[Pt].CC1(CCC1)CC(C(=O)O)O methyl-cyclobutane-lactic acid platinum